[Cu](C#N)C#N.[Ag] silver-copper cyanide